CN[C@@H](CC1CCCCC1)C(=O)O N-methyl-β-cyclohexyl-L-alanine